N-(2-ethylhexyl)-2-(3,4-dihydroxyphenyl)-3,5,7-trihydroxyquinolin-4-one C(C)C(CN1C(=C(C(C2=C(C=C(C=C12)O)O)=O)O)C1=CC(=C(C=C1)O)O)CCCC